2,3,5,6-Tetrakis(3,6-di-tert-butyl-9H-carbazol-9-yl)benzonitrile C(C)(C)(C)C=1C=CC=2N(C3=CC=C(C=C3C2C1)C(C)(C)C)C1=C(C#N)C(=C(C=C1N1C2=CC=C(C=C2C=2C=C(C=CC12)C(C)(C)C)C(C)(C)C)N1C2=CC=C(C=C2C=2C=C(C=CC12)C(C)(C)C)C(C)(C)C)N1C2=CC=C(C=C2C=2C=C(C=CC12)C(C)(C)C)C(C)(C)C